(S)-12-(ethylthio)-1-fluoro-2-(7-fluoro-3-(methoxymethoxy)-8-((triisopropylsilyl)ethynyl)naphthalen-1-yl)-4,5,5a,6,9,10-hexahydro-8H-7-oxa-3,10a,11,13-tetraazanaphtho[1,8-ab]heptalene C(C)SC=1N=C2C3=C(CC[C@H]4COCCCN24)N=C(C(=C3N1)F)C1=CC(=CC3=CC=C(C(=C13)C#C[Si](C(C)C)(C(C)C)C(C)C)F)OCOC